C(CCCCCCCCCCCCC)(=O)OC(C1=CC=CC=C1)C1=CC=CC=C1 1,1-diphenylmethyl myristate